4-Methyl-6-phenylpyrimidine-5-carbaldehyde CC1=NC=NC(=C1C=O)C1=CC=CC=C1